The molecule is a 1,2-diacyl-sn-glycerol in which the acyl groups positions 1 and 2 are specified as alpha-linolenoyl and icosanoyl (arachidoyl) respectively. It has a role as a human blood serum metabolite. It is a 1,2-diacyl-sn-glycerol and a diacylglycerol 38:3. It derives from an alpha-linolenic acid and an icosanoic acid. CCCCCCCCCCCCCCCCCCCC(=O)O[C@@H](CO)COC(=O)CCCCCCC/C=C\\C/C=C\\C/C=C\\CC